ClC1=NN=C(S1)C(C(=O)N)SC=1NC(C2=C(N1)N(N=C2)C2CCOCC2)=O (5-chloro-1,3,4-thiadiazol-2-yl)-2-((4-oxo-1-(tetrahydro-2H-pyran-4-yl)-4,5-dihydro-1H-pyrazolo[3,4-d]pyrimidin-6-yl)thio)acetamide